BrC=1C=NN2C1C=CC(=C2)C=2C=NN(C2C)C 3-bromo-6-(1,5-dimethyl-1H-pyrazol-4-yl)pyrazolo[1,5-a]pyridine